BrC=1C=C2C=CC(=CC2=CC1)C1=CC2=C(S1)C=CC=C2 2-(6-bromonaphthalen-2-yl)benzo[b]thiophene